C1=C(C=CC2=CC=CC=C12)N(C1=CC=CC=C1)C1=CC=C(C=C1)N(C1=CC=C(C=C1)N(C1=CC2=CC=CC=C2C=C1)C1=CC=CC=C1)C1=CC=C(C=C1)N(C1=CC2=CC=CC=C2C=C1)C1=CC=CC=C1 tris[4-[N-(2-naphthyl)N-phenylamino]phenyl]amine